CC1=CC2=CC(=CC=C2C=C1)C(CCC)=O 2-methyl-7-butyrylnaphthalene